ClC=1C=CC(=C(C1)C1=NC=CC=C1C=1C=CC=2N(C1)C(=CN2)C(=O)NC2CCN(CC2)C)F 6-(2-(5-Chloro-2-fluorophenyl)pyridin-3-yl)-N-(1-methylpiperidin-4-yl)imidazo[1,2-a]pyridin-3-carboxamid